O1C(OCC1)=S 1,3-dioxolane-2-thione